COC(=O)C1=CC=C(C=C1)[C@@H]1C[C@@]2(CCCO2)CC[C@H]1OC1=C2C=CN(C2=C(C=C1C)C)C(=O)OC(C)(C)C |o1:10,19,&1:12| Racemic-tert-butyl 4-(((7S*-8R*)-7-(4-(methoxycarbonyl)phenyl)-1-oxaspiro[4.5]decan-8-yl)oxy)-5,7-dimethyl-1H-indole-1-carboxylate